O=C(CCCCC[C@H](C=1NC(=CN1)C=1C=C2C=CC=NC2=CC1)C1(C2(C1)CC1CCC(C2)N1)C(=O)N)CC ((S)-7-oxo-1-(5-(quinolin-6-yl)-1H-imidazol-2-yl)nonyl)-8-azaspiro[bicyclo[3.2.1]octane-3,1'-cyclopropane]-2'-carboxamide